ClC=1C=C(C=CC1Cl)C(CC(=O)OCC)=O ethyl 3-(3,4-dichlorophenyl)-3-oxo-propanoate